C(=O)[O-].C(=O)[O-].[Na+].C1(CC1)C1=C(N=C2N1CCOC1=C2C=CC(=C1)N[C@H](C(=O)N)C)N1C(OC[C@H]1C(F)F)=C=O.[Na+] (S)-2-((3-cyclopropyl-2-((S)-4-(difluoromethyl)-2-carbonyloxazolidin-3-yl)-5,6-dihydrobenzo[f]imidazo[1,2-d][1,4]oxazepin-9-yl)amino)propanamide sodium diformate